CS(=O)(=O)N(C(\C=C\C1=C(C=CC=C1)C(F)(F)F)=O)C1=CC=CC=C1 (E)-N-methanesulfonyl-N-phenyl-3-(2-trifluoromethylphenyl)acrylamide